octyl 2-(3-tert-butyl-2-hydroxy-5-methoxyphenyl)-2H-benzotriazole-5-carboxylate C(C)(C)(C)C=1C(=C(C=C(C1)OC)N1N=C2C(=N1)C=CC(=C2)C(=O)OCCCCCCCC)O